carbon oxygen phosphorus nickel chromium [Cr].[Ni].[P].[O].[C]